C(C)(=O)C1=NN(C2=C(C=C(C=C12)C=1C=NC(=NC1)C)C)CC(=O)N1[C@@H]2C[C@@]2(C[C@H]1C(=O)NC(CC(C)C)CC(C)C)C (1R,3S,5R)-2-(2-(3-acetyl-7-methyl-5-(2-methylpyrimidin-5-yl)-1H-indazol-1-yl)acetyl)-N-(2,6-dimethylheptan-4-yl)-5-methyl-2-azabicyclo[3.1.0]hexane-3-carboxamide